C(#N)C=1C=C2C(=NC1)[C@]1([C@@](O2)([C@@H]([C@H]([C@H]1O)C(=O)O)C1=CC=CC=C1)C1=CC=C(C=C1)C#N)O |r| rac-(5aR,6S,7R,8R,8aS)-3-cyano-5a-(4-cyanophenyl)-8,8a-dihydroxy-6-phenyl-5a,7,8,8a-tetrahydro-6H-cyclopenta[4,5]furo[3,2-b]pyridine-7-carboxylic acid